CS(=O)(=O)C1=CC=C(C#N)C=C1 4-(methylsulfonyl)benzonitrile